ClC=1C(=CC(=C(CN[C@@](C(=O)O)(CO)C)C1)OCCCCN1C[C@@H](CC1)O)OCC1=C(C(=CC=C1)C1=CC2=C(OCCO2)C=C1)C (R)-2-((5-Chloro-4-((3-(2,3-dihydrobenzo[b][1,4]dioxin-6-yl)-2-methylbenzyl)oxy)-2-(4-((R)-3-hydroxypyrrolidin-1-yl)butoxy)benzyl)amino)-3-hydroxy-2-methylpropanoic acid